(R)-6-(4-cyclopropyl-2-hydroxyphenyl)-4-methyl-3-((1-methylpiperidin-3-yl)amino)-1,2,4-triazine-5(4H)-one C1(CC1)C1=CC(=C(C=C1)C=1C(N(C(=NN1)N[C@H]1CN(CCC1)C)C)=O)O